(Sa,S)-6-(1-(1-(4-(2-methoxypyrimidin-4-yl)phenyl)ethyl)-4-(propane-1-yne-1-yl)-1H-indazole-7-carboxamido)spiro[3.3]heptane-2-carboxylic acid COC1=NC=CC(=N1)C1=CC=C(C=C1)[C@H](C)N1N=CC2=C(C=CC(=C12)C(=O)NC1CC2(CC(C2)C(=O)O)C1)C#CC